CS(=O)(=O)N1C=2N(CC(C1)CN)N=CC2C2=CC=C(C=C2)C(F)(F)F (4-(methylsulfonyl)-3-(4-(trifluoromethyl)phenyl)-4,5,6,7-tetrahydropyrazolo[1,5-a]pyrimidin-6-yl)methylamine